[N+](=O)([O-])C1=C2C(=NNC2=CC=C1)C1=NC2=C(N1)C=C(C=C2)N2CCOCC2 4-(2-(4-nitro-1H-indazol-3-yl)-1H-benzimidazol-6-yl)morpholine